C(C)(C)(C)OC(=O)N(C(OC(C)(C)C)=O)C1=NC(=CC(=N1)N(C1=CC=C(C=C1)C)C(=O)OC(C)(C)C)CN(C)CC1=CC(=CC=C1)OC tert-butyl (tert-butoxycarbonyl)(4-((tert-butoxycarbonyl)(p-tolyl)amino)-6-(((3-methoxybenzyl)(methyl)amino)methyl)pyrimidin-2-yl)carbamate